[K].C(C)OC(=O)OC(C)OC(=O)C1=C(N=C(N1CC1=CC=C(C=C1)C1=C(C=CC=C1)C1=NN=NN1)CCCC)Cl 2-butyl-4-chloro-1-[[2'-(1H-tetrazol-5-yl)[1,1'-biphenyl]-4-yl]methyl]-1H-imidazole-5-carboxylic acid-1-(ethoxycarbonyl-oxy)ethyl ester potassium salt